OC1=CC=C(C=C1)C1=C2C=CC(C(=C3C=CC(=C(C=4C=CC(=C(C5=CC=C1N5)C5=CC=C(C=C5)O)N4)C4=CC=C(C=C4)O)N3)C3=CC=C(C=C3)O)=N2.[Fe] iron tetrakis(4-hydroxyphenyl)porphyrin